CC1=C(C=NC(=C1)N1CC=2N(CC1)C(=NN2)C(F)(F)F)CN (4-methyl-6-(3-(trifluoromethyl)-5,6-dihydro-[1,2,4]triazolo[4,3-a]pyrazin-7(8H)-yl)pyridin-3-yl)methanamine